NC1=C(C#N)C=C(C(=N1)F)B1OC(C(O1)(C)C)(C)C 2-amino-6-fluoro-5-(4,4,5,5-tetramethyl-1,3,2-dioxaborolan-2-yl)nicotinonitrile